FC1=C2C=CC=NC2=C(C=C1F)[N+](=O)[O-] 5,6-difluoro-8-nitroquinoline